tert-butyl 3-((S)-4-(2-chloro-5-cyano-3-((8-cyano-4-(cyclopropylamino)pyrazolo[1,5-a][1,3,5]triazin-2-yl)amino)phenyl)-3-methylpiperazin-1-yl)pyrrolidine-1-carboxylate ClC1=C(C=C(C=C1NC1=NC=2N(C(=N1)NC1CC1)N=CC2C#N)C#N)N2[C@H](CN(CC2)C2CN(CC2)C(=O)OC(C)(C)C)C